(5R,8S)-1-fluoro-N-(4-phenoxyphenyl)-6,7,8,9-tetrahydro-5H-5,8-epiminocyclohepta[c]pyridine-10-carboxamide FC1=NC=CC2=C1C[C@@H]1CC[C@H]2N1C(=O)NC1=CC=C(C=C1)OC1=CC=CC=C1